2,6-bis(hydroxymethyl)-4-methoxyphenol OCC1=C(C(=CC(=C1)OC)CO)O